C1(CC1)C1=C(C=C(C(=O)NCC2=NC=C3C=CC(=NC3=C2)C2=NC(=CC=C2)F)C=C1)S(=O)(=O)C 4-cyclopropyl-N-((2-(6-fluoropyridin-2-yl)-1,6-naphthyridin-7-yl)methyl)-3-(methylsulfonyl)benzamide